N[C@]1([C@@H](C[C@H](CC1)C(=O)OCC)O)C ethyl (1S,3R,4R)-4-amino-3-hydroxy-4-methyl-cyclohexanecarboxylate